3-chloro-5-((1-((5-(dimethylamino)-6-oxo-1,6-dihydropyridazin-3-yl)methyl)-6-oxo-4-(trifluoromethyl)-1,6-dihydropyrimidin-5-yl)oxy)benzonitrile ClC=1C=C(C#N)C=C(C1)OC1=C(N=CN(C1=O)CC1=NNC(C(=C1)N(C)C)=O)C(F)(F)F